CC1=C(C=CC=C1)NC(=S)NC1=C(C=CC=C1)C N,N'-di(2-methylphenyl)thiourea